CN(CC1=CN=C2C(=N1)C(=NC(=N2)N)N)C3=CC=C(C=C3)C(=O)N[C@@H](CCC(=O)[O-])C(=O)[O-].[Na+].[Na+] The molecule is an organic sodium salt that is the disodium salt of methotrexate. It has a role as an EC 1.5.1.3 (dihydrofolate reductase) inhibitor. It contains a methotrexate(2-).